1-(2,6-difluorophenyl)piperidine-4-carbaldehyde FC1=C(C(=CC=C1)F)N1CCC(CC1)C=O